(2-methacryloyloxyethyl)phosphorylcholine C(C(=C)C)(=O)OCCP(=O)=C(O)C[N+](C)(C)C